FC(C1=NC=C(C=N1)NC(O[C@H](C)[C@H](C)OC1=CC2=C(N=C(S2)C2=C3N=CC(=NC3=CC(=C2)C)OC)C=C1F)=O)(F)F (2R,3S)-3-((5-fluoro-2-(2-methoxy-7-methylquinoxalin-5-yl)benzo[d]thiazol-6-yl)oxy)butan-2-yl (2-(trifluoromethyl)pyrimidin-5-yl)carbamate